(4-(3-((1H-indol-4-yl)ethynyl)imidazo[1,2-b]pyridazin-6-yl)phenyl)(morpholino)methanone N1C=CC2=C(C=CC=C12)C#CC1=CN=C2N1N=C(C=C2)C2=CC=C(C=C2)C(=O)N2CCOCC2